ethyl 4-oxo-2-(phenylamino)-4,5-dihydrothiophene-3-carboxylate O=C1C(=C(SC1)NC1=CC=CC=C1)C(=O)OCC